OCC1(COC(OC1)(C)C)CO [5-(hydroxymethyl)-2,2-dimethyl-1,3-dioxan-5-yl]methanol